Methyl 5-(4-(2-(1H-tetrazol-5-yl) phenylaminocarbonyl)-2,5-dihydroxybenzamido)-2-hydroxybenzoate N1N=NN=C1C1=C(C=CC=C1)NC(=O)C1=CC(=C(C(=O)NC=2C=CC(=C(C(=O)OC)C2)O)C=C1O)O